{6-[7-((R)-4-methyl-morpholin-2-ylmethoxy)-imidazo[1,2-a]pyridin-3-yl]-pyrimidin-4-yl}-[4-(1-methyl-1H-pyrazol-4-yl)-benzyl]-amine CN1C[C@@H](OCC1)COC1=CC=2N(C=C1)C(=CN2)C2=CC(=NC=N2)NCC2=CC=C(C=C2)C=2C=NN(C2)C